7-Hydroxy-2-methyl-6-(6-(methyl(2,2,6,6-tetramethylpiperidin-4-yl)amino)pyridazin-3-yl)chinolin-4-carbonitril OC1=C(C=C2C(=CC(=NC2=C1)C)C#N)C=1N=NC(=CC1)N(C1CC(NC(C1)(C)C)(C)C)C